(1R,2S,4R)-1,7,7-trimethyl-bicyclo[2.2.1]heptan-2-yl 5-(4-chlorophenyl)-1-(2,4-dichlorophenyl)-4-methyl-1H-pyrazole-3-carboxylate ClC1=CC=C(C=C1)C1=C(C(=NN1C1=C(C=C(C=C1)Cl)Cl)C(=O)O[C@@H]1[C@@]2(CC[C@H](C1)C2(C)C)C)C